OP(O)(=O)OP(=O)(O)OP(=O)(O)O.N1=C(N)NC(=O)C=2N=CCNC12 7,8-dihydropterin triphosphate